4-(4-nitro-2-(trifluoromethyl)benzyl)piperazine [N+](=O)([O-])C1=CC(=C(CN2CCNCC2)C=C1)C(F)(F)F